C(C)(C)(C)OC(NCCC#CC1=C(C=CC(=C1)F)N)=O (4-(2-amino-5-fluorophenyl)but-3-yn-1-yl)-carbamic acid tert-butyl ester